C(C1=CC=CC=C1)OC(=O)N1[C@H](CC[C@H](C1)NC1=C2C(=NC=C1)N(C=C2C2C(C2)(F)F)COCC[Si](C)(C)C)C (2S,5R)-5-((3-(2,2-difluorocyclopropyl)-1-((2-(trimethylsilyl)ethoxy)methyl)-1H-pyrrolo[2,3-b]pyridin-4-yl)amino)-2-methylpiperidine-1-carboxylic acid benzyl ester